2,5-diamino-benzoic acid NC1=C(C(=O)O)C=C(C=C1)N